monolithium 5-sulfoisophthalate S(=O)(=O)(O)C=1C=C(C=C(C(=O)[O-])C1)C(=O)O.[Li+]